[C@H]12COC[C@@H]2C1NC1=NC=CC(=C1)CN1C(N(C(C1(C)C)=O)C=1C=CC(=C(C#N)C1)C(C)C)=O 5-(3-((2-(((1R,5S,6r)-3-oxabicyclo[3.1.0]hexan-6-yl)amino)pyridin-4-yl)methyl)-4,4-dimethyl-2,5-dioxoimidazolidin-1-yl)-2-isopropylbenzonitrile